C(C=1C(O)=CC=CC1)=CC(C)(N)N salicylidenediaminopropane